N1=CC=C(C=C1)C1=CC=C2C(=CC=NC2=C1)B(O)O (7-(Pyridin-4-yl)quinolin-4-yl)boronic acid